2-(6-bromo-2,3-dihydro-1H-inden-1-yl)acetonitrile BrC1=CC=C2CCC(C2=C1)CC#N